C(C)(C)NCC(COC1=CC=CC2=CC(=CC=C12)OC)O 1-isopropylamino-3-(6-methoxy-1-naphthoxy)-2-propanol